tert-Butyl 3-(4-amino-1,3-dioxoisoindolin-2-yl)-2,6-dioxopiperidine-1-carboxylate NC1=C2C(N(C(C2=CC=C1)=O)C1C(N(C(CC1)=O)C(=O)OC(C)(C)C)=O)=O